4-(4-(2-Aminobenzo[d]oxazol-5-yl)-6-morpholino-1,3,5-triazin-2-yl)piperazine-1-carboxylic acid NC=1OC2=C(N1)C=C(C=C2)C2=NC(=NC(=N2)N2CCOCC2)N2CCN(CC2)C(=O)O